(2S,4S)-N-(1-(5-(3-((5-cyano-4-(4-fluorophenyl)thiazol-2-yl)(methyl)amino)-2-ethylimidazo[1,2-a]pyridin-6-yl)pyrimidin-2-yl)piperidin-4-yl)-4-hydroxypyrrolidine-2-carboxamide formate C(=O)O.C(#N)C1=C(N=C(S1)N(C1=C(N=C2N1C=C(C=C2)C=2C=NC(=NC2)N2CCC(CC2)NC(=O)[C@H]2NC[C@H](C2)O)CC)C)C2=CC=C(C=C2)F